C(C)N1C=CC2=CC(=CC=C12)N1CCC(C2=C(C(=C(C=C12)OC)OC)OC)=O (1-ethyl-1H-indol-5-yl)-5,6,7-trimethoxy-2,3-dihydroquinolin-4(1H)-one